1-(4-isopropyl-3-pyridyl)-2-(propylamino)ethanol C(C)(C)C1=C(C=NC=C1)C(CNCCC)O